5-xylenethiol C1(CC=CC(=C1)C)(C)S